4-(trifluoromethyl)phenyl (5S)-5-(1,1-dioxo-1λ6,2-thiazolidin-2-yl)-3,3-difluoropiperidine-1-carboxylate O=S1(N(CCC1)[C@H]1CC(CN(C1)C(=O)OC1=CC=C(C=C1)C(F)(F)F)(F)F)=O